8-(4-chloro-2-fluoro-phenyl)-3-methyl-6-[(2R)-2-(1-methylpyrazol-4-yl)morpholino]pyrido[3,2-d]pyrimidin-4-one ClC1=CC(=C(C=C1)C1=CC(=NC2=C1N=CN(C2=O)C)N2C[C@H](OCC2)C=2C=NN(C2)C)F